3-oxopyrrolidine-1-carboxylic acid tert-butyl ester C(C)(C)(C)OC(=O)N1CC(CC1)=O